F[B-](F)(F)F.C(C=C)N1CC=CC=C1 N-allyl-pyridine tetrafluoroborate